OC=1C=C(C=CC1)C1C(=C(NC=2CC(CC(C12)=O)C1=C(C=CC=C1)OC)C)C(=O)OC1COC1 oxetan-3-yl 4-(3-hydroxyphenyl)-7-(2-methoxyphenyl)-2-methyl-5-oxo-1,4,5,6,7,8-hexahydroquinoline-3-carboxylate